3,3-difluoro-N-(2-fluoro-5-((2-(((3S,5S)-5-fluoro-5-methylpiperidin-3-yl)amino)-[4,5'-bipyrimidin]-4'-yl)oxy)-6-methylnaphthalen-1-yl)butane-1-sulfonamide FC(CCS(=O)(=O)NC1=C(C=CC2=C(C(=CC=C12)C)OC1=NC=NC=C1C1=NC(=NC=C1)N[C@@H]1CNC[C@@](C1)(C)F)F)(C)F